[4-[(1S,4S)-2,5-diazabicyclo[2.2.1]Hept-2-yl]-3-methyl-2-oxo-benzoImidazol-1-yl]Piperidine-2,6-dione [C@@H]12N(C[C@@H](NC1)C2)C2=CC=CC=1N(C(N(C12)C)=O)N1C(CCCC1=O)=O